C=1(C(=CC=CC1)OOC1=C(C=CC=C1)C)C tolyl peroxide